NC1=NC=C(C=C1)C 2-amino-5-methyl-pyridine